C(C)(C)N1C(C(CC1)N1CCN(CC1)C1=CC(=C2C(=N1)C(=CS2)C(=O)NC)C(F)(F)F)=O 5-(4-(1-isopropyl-2-oxopyrrolidin-3-yl)piperazin-1-yl)-N-methyl-7-(trifluoromethyl)thieno[3,2-b]pyridine-3-carboxamide